S1C=CC2=C1C1=C(C=C2)N=CN=C1 pyrimido-benzothiophene